C12(CC3CC(CC(C1)C3)C2)OC(C)OC(=O)C2C3C=CC(C2)C3 5-(1-(1-adamantyloxy)ethoxycarbonyl)-bicyclo[2.2.1]hept-2-ene